FC(C1=C(CN2CCNCC2)C=CC=C1)(F)F 4-(2-trifluoromethyl-benzyl)piperazine